(S)-(4-(7-fluoroquinolin-4-yl)piperazin-1-yl)(1-((1-methyl-1H-1,2,4-triazol-3-yl)sulfonyl)pyrrolidin-3-yl)methanone FC1=CC=C2C(=CC=NC2=C1)N1CCN(CC1)C(=O)[C@@H]1CN(CC1)S(=O)(=O)C1=NN(C=N1)C